3-hydroxy-1-methyl-3-(1H-pyrazol-4-yl)pyrrolidin-2-one OC1(C(N(CC1)C)=O)C=1C=NNC1